3-hydroxybutyric acid (hydroxypentyl) ester OCCCCCOC(CC(C)O)=O